((2-isopropyl-4-methyl-pyridin-3-yl)carbamoyl)nicotinamide C(C)(C)C1=NC=CC(=C1NC(=O)C1=C(C(=O)N)C=CC=N1)C